(Z)-Ethyl (3-(2-bromophenyl)thiazol-2(3H)-ylidene)carbamate BrC1=C(C=CC=C1)N1/C(/SC=C1)=N/C(OCC)=O